4-((3-(4-(difluoromethoxy)-2,3-difluorophenyl)imidazo[1,2-a]pyrazin-8-yl)amino)-2-ethyl-N-(2-(piperidin-4-yl)ethyl)benzamide FC(OC1=C(C(=C(C=C1)C1=CN=C2N1C=CN=C2NC2=CC(=C(C(=O)NCCC1CCNCC1)C=C2)CC)F)F)F